lauroyl-taurate C(CCCCCCCCCCC)(=O)NCCS(=O)(=O)[O-]